(1S,2S)-N-[7-chloro-6-[4-((3S,4S)-4-fluoro-3-methyl-tetrahydrofuran-3-yl)piperazin-1-yl]-3-isoquinolinyl]-2-tetrahydropyran-4-yl-cyclopropanecarboxamide ClC1=C(C=C2C=C(N=CC2=C1)NC(=O)[C@@H]1[C@@H](C1)C1CCOCC1)N1CCN(CC1)[C@]1(COC[C@H]1F)C